6-bromo-8-cyclopentyl-2-methylsulfinyl-5-methyl-8H-pyrido[2,3-d]pyrimidine BrC1=C(C2=C(N=C(N=C2)S(=O)C)N(C1)C1CCCC1)C